C(C)OC(CC(=C(C=CC1=CC(=CC=C1)F)O)C(\C=C\C1=CC(=CC=C1)F)=O)=O 6-(3-fluorophenyl)-3-((E)-3-(3-fluorophenyl)acryloyl)-4-hydroxy-hexa-3,5-dienoic acid ethyl ester